2-[[[(3aS,7aS)-3a-(3,4-dimethoxyphenyl)-1-methyl-2,3,4,5,7,7a-hexahydroindol-6-ylidene]amino]carbamoyl]benzoic acid COC=1C=C(C=CC1OC)[C@@]12CCN([C@H]2CC(CC1)=NNC(=O)C1=C(C(=O)O)C=CC=C1)C